ClC1=NC2=C(C(=C(C=C2C=C1C(=O)O)CCC#N)C1=C(C(=CC=C1)Cl)Cl)F 2-chloro-6-(2-cyanoethyl)-7-(2,3-dichlorophenyl)-8-fluoroquinoline-3-carboxylic acid